tert-Butyl (2-((2-(1,5-diamino-1,5-dioxopentan-2-yl)-1-oxoisoindolin-5-yl)oxy)ethyl)carbamate NC(C(CCC(=O)N)N1C(C2=CC=C(C=C2C1)OCCNC(OC(C)(C)C)=O)=O)=O